(R)-2-((3,5-dicyano-4-ethyl-6-((R)-3-hydroxypyrrolidin-1-yl)pyridin-2-yl)thio)-2-phenylacetamide C(#N)C=1C(=NC(=C(C1CC)C#N)N1C[C@@H](CC1)O)S[C@@H](C(=O)N)C1=CC=CC=C1